NC1=C2C(=NC=N1)N(N=C2C=2C(=C(C=CC2)NS(=O)(=O)C2=CC(=C(C=C2)OC)Cl)F)C2CCN(CC2)C N-{3-[4-amino-1-(1-methyl-piperidin-4-yl)-1H-pyrazolo[3,4-d]pyrimidin-3-yl]-2-fluoro-phenyl}-3-chloro-4-methoxy-benzenesulfonamide